tert-butyl (1R,4R,5S)-5-((7-bromo-6-(2-cyanoethyl)-8-fluoro-3-iodo-2-(methylthio)quinolin-4-yl)amino)-2-azabicyclo[2.1.1]hexane-2-carboxylate BrC1=C(C=C2C(=C(C(=NC2=C1F)SC)I)N[C@H]1[C@H]2CN([C@@H]1C2)C(=O)OC(C)(C)C)CCC#N